6-(3-(3-(((S)-1-(3,4-difluorophenyl)ethyl)amino)propanoyl)-3,8-diazabicyclo[3.2.1]octan-8-yl)nicotinonitrile FC=1C=C(C=CC1F)[C@H](C)NCCC(=O)N1CC2CCC(C1)N2C2=NC=C(C#N)C=C2